(3-(4-(3,5-Dimethylisothiazol-4-yl)benzyl)-1,2,3-oxadiazol-3-ium-5-yl)((2-(trifluoromethyl)-pyridin-4-yl)carbamoyl)amide CC1=NSC(=C1C1=CC=C(C[N+]2=NOC(=C2)[N-]C(NC2=CC(=NC=C2)C(F)(F)F)=O)C=C1)C